COC(=O)C1=CN(C=C1C1=CC=CC=C1)S(=O)(=O)C1=NNC=N1 1-((1H-1,2,4-triazol-3-yl)sulfonyl)-4-phenyl-1H-pyrrole-3-carboxylic acid methyl ester